CC1=C(C=2N(N=C1N1CC=3C=C(C=NC3CC1)NC=1C(=NC(=CC1)C)F)C=NN2)C 6-(7,8-dimethyl-[1,2,4]triazolo[4,3-b]pyridazin-6-yl)-N-(2-fluoro-6-methyl-3-pyridyl)-7,8-dihydro-5H-1,6-naphthyridin-3-amine